(S)-4-(6-((2-fluoro-4-(methoxycarbonyl)benzyl)oxy)pyridin-2-yl)-2-Methylpiperazine-1-carboxylate FC1=C(COC2=CC=CC(=N2)N2C[C@@H](N(CC2)C(=O)[O-])C)C=CC(=C1)C(=O)OC